C(C)(C)(C)OC(=O)N1CCN(CC1)C=1C=NC=C(C1)C(=O)OC.C(C)(=O)NNC(\C=C/N1N=C(N=C1)C1=CC(=CC(=C1)C(F)(F)F)S(F)(F)(F)(F)F)=O (Z)-N'-acetyl-3-(3-(3-(pentafluoro-sulfaneyl)-5-(trifluoromethyl)phenyl)-1H-1,2,4-triazol-1-yl)acrylohydrazide tert-butyl-4-[5-(methoxycarbonyl)pyridin-3-yl]piperazine-1-carboxylate